ClC=1C(=C2C=NN(C2=CC1C)C1OCCCC1)[Sn](C)(C)C 5-chloro-6-methyl-1-(tetrahydro-2H-pyran-2-yl)-4-(trimethylstannyl)-1H-indazole